C(#N)C=1C=C(C=CC1OC)[C@@H]1CC[C@H](CC1)CN(C(=O)[C@@H]1CC[C@H](CC1)C(=O)OC)C1=CC(=CC=C1)C=1C=NN(C1)C1CC1 trans-Methyl 4-(((trans-4-(3-cyano-4-methoxyphenyl)cyclohexyl)methyl)(3-(1-cyclopropyl-1H-pyrazol-4-yl)phenyl)carbamoyl)cyclohexanecarboxylate